C(C)O[Si]1(N(CCC1)CCCCCC[Si](OCC)(OCC)OCC)C 2-ethoxy-2-methyl-N-(triethoxysilylhexyl)-1-aza-2-silacyclopentane